methyl 6-((4-(1-(2-hydroxy-2-methylpropyl)piperidin-4-yl)-1H-1,2,3-triazol-1-yl)methyl)nicotinate OC(CN1CCC(CC1)C=1N=NN(C1)CC1=NC=C(C(=O)OC)C=C1)(C)C